BrC1=C2C=CN(C2=CC(=C1C(C1=CC(=NC=C1)C#N)O)F)[Si](C(C)C)(C(C)C)C(C)C 4-((4-bromo-6-fluoro-1-(triisopropylsilyl)-1H-indol-5-yl)(hydroxy)methyl)picolinonitrile